1,3-bis(aminomethyl)benzol NCC1=CC(=CC=C1)CN